C1(=CC=CC=C1)N1N=C2C=CC=CC2=C1C1=CC=C(C=C1)C#CC1=CC=CC=C1 2-phenyl-3-(4-(phenylethynyl)phenyl)-2H-indazole